propyl trans-6-octadecenoate C(CCCC\C=C\CCCCCCCCCCC)(=O)OCCC